tert-butyl 4-(4-methylpiperazin-1-yl)-2-aminobenzoate CN1CCN(CC1)C1=CC(=C(C(=O)OC(C)(C)C)C=C1)N